COC=1C=C2C(=CC=NC2=CC1OC)OC1=CC(=C(C=C1)NC(=O)C1=NN(C(=C1)S(=O)C)C1=CC=C(C=C1)F)F N-(4-((6,7-dimethoxyquinolin-4-yl)oxy)-2-fluorophenyl)-1-(4-fluorophenyl)-5-(methylsulfinyl)-1H-pyrazole-3-carboxamide